ClC=1C(=C(NC2=NC=NC3=CC(=C(C=C23)NC(C=C)=O)C#C[C@]23CN(C[C@@H]3C2)C)C=CC1)F N-[4-(3-chloro-2-fluoro-anilino)-7-[2-[(1s,5r)-3-methyl-3-azabicyclo[3.1.0]hexane-1-yl]ethynyl]quinazolin-6-yl]prop-2-enamide